(2-chloroacetyl)-[[(2S)-4-methyl-2-(methylamino)pentanoyl]amino]propionamide ClCC(=O)C(C(=O)N)(C)NC([C@H](CC(C)C)NC)=O